(2S,4R)-N-[(5-cyano-3-pyridyl)methyl]-1-[(2S)-2-(4-cyclopropyltriazol-1-yl)-3,3-dimethyl-butanoyl]-4-hydroxy-pyrrolidine-2-carboxamide C(#N)C=1C=C(C=NC1)CNC(=O)[C@H]1N(C[C@@H](C1)O)C([C@H](C(C)(C)C)N1N=NC(=C1)C1CC1)=O